7-(3,7-dichloronaphthalen-1-yl)-6,8-difluoro-2-(((2R,7aS)-2-fluorotetrahydro-1H-pyrrolizin-7a(5H)-yl)methoxy)-4-((1S,5R)-1-methyl-3,8-diazabicyclo[3.2.1]-octan-3-yl)quinazoline ClC=1C=C(C2=CC(=CC=C2C1)Cl)C1=C(C=C2C(=NC(=NC2=C1F)OC[C@]12CCCN2C[C@@H](C1)F)N1C[C@@]2(CC[C@H](C1)N2)C)F